N-{4-[3-anilino-7-(cyclopropylmethyl)-5-methyl-4-oxo-4,5,6,7-tetrahydro-1H-pyrrolo[3,2-c]pyridin-2-yl]pyridin-2-yl}-2-(4-fluorophenyl)acetamide N(C1=CC=CC=C1)C1=C(NC2=C1C(N(CC2CC2CC2)C)=O)C2=CC(=NC=C2)NC(CC2=CC=C(C=C2)F)=O